C(#N)C=1C=NN2C1C(=NC(=C2)C=2C=NN(C2)C2CCN(CC2)C(=O)OC(C)(C)C)C2=CC=C(C=C2)N2CCN(CC2)CC2=NC=CC(=C2)F tert-butyl 4-[4-[3-cyano-4-[4-[4-[(4-fluoro-2-pyridyl)methyl]piperazin-1-yl]phenyl]pyrazolo[1,5-a]pyrazin-6-yl]pyrazol-1-yl]piperidine-1-carboxylate